C(C)(C)(C)N(C(O)=O)C12CC(C1)(C2)C(F)(F)F.C21CCCC(CC2)C1C1N(CCC(C1)C(=O)N)C(=O)C1=NNC(=C1)C1=CC(=NC=C1F)OC (bicyclo[3.2.1]oct-8-yl)-1-(5-(5-fluoro-2-methoxypyridin-4-yl)-1H-pyrazole-3-carbonyl)piperidine-4-carboxamide tert-Butyl-(3-(trifluoromethyl)bicyclo[1.1.1]pentan-1-yl)carbamate